(5-(4-fluorophenyl)-pyridin-3-yl)methanone FC1=CC=C(C=C1)C=1C=C(C=NC1)C=O